1-(3-(4-methoxyphenyl)isoxazol-5-yl)-N2,N2-dimethyl-N1-(2-morpholinopyrimidin-4-yl)ethane-1,2-diamine COC1=CC=C(C=C1)C1=NOC(=C1)C(CN(C)C)NC1=NC(=NC=C1)N1CCOCC1